3-methoxy-N-(1-methylpiperidin-4-yl)-4-[(3-{4-[(1-methylpiperidin-4-yl)amino]-1-(2,2,2-trifluoroethyl)-1H-indol-2-yl}prop-2-yn-1-yl)amino]benzamide COC=1C=C(C(=O)NC2CCN(CC2)C)C=CC1NCC#CC=1N(C2=CC=CC(=C2C1)NC1CCN(CC1)C)CC(F)(F)F